2-(1H-indol-3-yl)propan-1-amine N1C=C(C2=CC=CC=C12)C(CN)C